4-(2-fluoro-5-(oxazol-2-yl)phenyl)piperazin FC1=C(C=C(C=C1)C=1OC=CN1)N1CCNCC1